BrC=1C=CC(=C(C1)C1=C2N=CNC2=NC(=N1)N)OC 6-(5-Bromo-2-Methoxyphenyl)-9h-Purin-2-Amine